C1(CC1)OC1=CC(=CC2=C1N=C(S2)N2[C@@H]1C[C@H]([C@H](C2)C1)OCC=1C(=NOC1C1CC1)C1=C(C=CC=C1Cl)Cl)C(=O)OC methyl 4-cyclopropoxy-2-[(1S,4S,5R)-5-[[5-cyclopropyl-3-(2,6-dichlorophenyl)-1,2-oxazol-4-yl]methoxy]-2-azabicyclo[2.2.1]heptan-2-yl]-1,3-benzothiazole-6-carboxylate